C1(CCCC1)COC=1C=C(C=C2C=CN(C12)C)F 7-(cyclopentylmethoxy)-5-fluoro-1-methyl-1H-indole